C(C)(C)(C)C1=CC=C(C(=O)N)C=C1 4-(tert-butyl)benzamide